Bis((1R,2S,3R,4R)-1,2,3,4,5-pentahydroxypentyl)pyrazine-2,5-dicarboxamide O[C@@H]([C@@H]([C@@H]([C@@H](CO)O)O)O)C1=C(N=C(C(=N1)C(=O)N)[C@H]([C@@H]([C@@H]([C@@H](CO)O)O)O)O)C(=O)N